C(C)(C)C=1C(=C(C2=CC=CC=C2C1)S(=O)(=O)O)C(C)C.[Na] sodium diisopropylnaphthalenesulfonic acid